2-oxo-2,3-dihydro-1H-pyridine O=C1NC=CCC1